ClC1=C(C=C2C=C(N=CC2=C1)NC(=O)C1CC1)C1CCN(CC1)C1COCC1O N-(7-chloro-6-(1-(4-hydroxytetrahydrofuran-3-yl)piperidin-4-yl)isoquinolin-3-yl)cyclopropanecarboxamide